C[C@@H]1N(C[C@H](N(C1)C(C)C=1C=C2C(N(C(C2=CC1)=O)C)(C)C)C)C=1C=2N=C(N(C2N(C(N1)=O)C)CC)CC#N 2-(6-((2S,5R)-2,5-dimethyl-4-(1-(2,3,3-trimethyl-1-oxoisoindolin-5-yl)ethyl)piperazin-1-yl)-9-ethyl-3-methyl-2-oxo-3,9-dihydro-2H-purin-8-yl)acetonitrile